ClC1=C(C=C(C2=C1C([C@]1(C(CCC[C@H]1C)OC)O2)=O)OC)OC (2S,6'R)-4-chloro-2',5,7-trimethoxy-6'-methyl-3-oxo-3H-spiro[benzofuran-2,1'-cyclohexane]